2-Bromo-4-cyclohexylsulfonyl-1-methoxybenzene BrC1=C(C=CC(=C1)S(=O)(=O)C1CCCCC1)OC